C(C)(C)N(P(OC[C@H](C)N1C2=NC=NC=C2N=C1COC(C1=CC=CC=C1)(C1=CC=C(C=C1)OC)C1=CC=C(C=C1)OC)OCCC#N)C(C)C (S)-2-(8-((Bis(4-methoxyphenyl)(phenyl)methoxy)methyl)-9H-purin-9-yl)propyl (2-cyanoethyl) diisopropylphosphoramidite